CN1C(=C2OC[C@@H]3[C@H](NS(C2=C1)(=O)=O)CN(C3)C3=NC(=NO3)C)C(=O)NC3=CC(=C(C(=C3)F)F)F cis-7-Methyl-2-(3-methyl-1,2,4-oxadiazol-5-yl)-N-(3,4,5-trifluorophenyl)-2,3,3a,4,10,10a-hexahydro-1H,7H-dipyrrolo[3,4-b:3',4'-f][1,4,5]oxathiazocin-8-carboxamid-5,5-dioxid